C(C1=CC=CC=C1)OC1=C(C=C(C(=C1)OCC1=CC=CC=C1)Cl)C1=CC(C(=CN1[C@@H](CO)C(C)C)C(=O)OCC)=O ethyl (R)-6-(2,4-bis(benzyloxy)-5-chlorophenyl)-1-(1-hydroxy-3-methylbutan-2-yl)-4-oxo-1,4-dihydropyridine-3-carboxylate